2-((1-(2-carbamoyl-3-(4-fluorophenyl)-7-methylquinolin-5-yl)ethyl)amino)benzoic acid C(N)(=O)C1=NC2=CC(=CC(=C2C=C1C1=CC=C(C=C1)F)C(C)NC1=C(C(=O)O)C=CC=C1)C